9-bromo-1,1-dipropoxynonane BrCCCCCCCCC(OCCC)OCCC